Cl.FC=1C=C(C=CC1F)NN 3,4-difluorophenyl-hydrazine hydrochloride